8-cyclopentyl-6-(1-ethoxyvinyl)-5-methyl-2-(methylsulfinyl)pyrido[2,3-d]pyrimidin-7(8H)-one C1(CCCC1)N1C(C(=C(C2=C1N=C(N=C2)S(=O)C)C)C(=C)OCC)=O